1-(3-(((4,4-bis(octyloxy)butanoyl)oxy)methyl)-5-(hydroxymethyl)benzyl) 7-(7,7,8,8,8-pentafluorooctyl) heptanedioate C(CCCCCC(=O)OCCCCCCC(C(F)(F)F)(F)F)(=O)OCC1=CC(=CC(=C1)CO)COC(CCC(OCCCCCCCC)OCCCCCCCC)=O